(S)-1-[2-(Benzo[d]isoxazol-3-yl)phenyl]-2-(3-cyclopropylpyridin-2-yl)ethan-1-amine O1N=C(C2=C1C=CC=C2)C2=C(C=CC=C2)[C@H](CC2=NC=CC=C2C2CC2)N